5-(4-methylpyridin-3-yl)-1H-benzo[d]imidazol-2-amine CC1=C(C=NC=C1)C1=CC2=C(NC(=N2)N)C=C1